(3R,4R)-1-((1R)-1-cyclopropyl-ethyl)-4-{[5-(2,4-difluoro-phenyl)-isoxazole-3-carbonyl]-amino}-piperidine-3-carboxylic acid dimethylamide CN(C(=O)[C@@H]1CN(CC[C@H]1NC(=O)C1=NOC(=C1)C1=C(C=C(C=C1)F)F)[C@H](C)C1CC1)C